C(C)C(C(=O)[O-])(CC(=O)[O-])S(=O)(=O)O.[Na+].[Na+] sodium ethylsulfosuccinate